C(C)OC(CC[C@@H](C)[C@H]1CC[C@H]2[C@@H]3[C@@H]([C@@H]([C@@H]4C[C@@H](CC[C@]4(C)[C@H]3CC[C@]12C)O)CC)O)=O (3α,5β,6α,7α)-6-ethyl-3,7-dihydroxy-cholan-24-oic Acid Ethyl Ester